ClC=1C=C2C(=CNC2=CC1)C=1C2=C(N=C(N1)C1=CC=C(C=C1)Cl)C(=NN2C)CCC 7-(5-chloro-1H-indol-3-yl)-5-(4-chlorophenyl)-1-methyl-3-propyl-1H-pyrazolo[4,3-d]pyrimidine